1-(2-aminoacetamido)-N-(6-(trifluoromethoxy)benzo[d]thiazol-2-yl)cyclopropane-1-carboxamide NCC(=O)NC1(CC1)C(=O)NC=1SC2=C(N1)C=CC(=C2)OC(F)(F)F